C1CC(=O)N(C1=O)OC(=O)CCSSCCC(=O)ON2C(=O)CCC2=O dithiobis(succinimidylpropionate)